FCCCN1CC(CC1)NC=1C=NC(=CC1)[C@H]1N([C@@H](CC2=C1NC1=CC=CC=C21)C)CC(F)(F)F N-(1-(3-fluoropropyl)pyrrolidin-3-yl)-6-((1S,3R)-3-methyl-2-(2,2,2-trifluoroethyl)-2,3,4,9-tetrahydro-1H-pyrido[3,4-b]indol-1-yl)pyridin-3-amine